C(CCCCCCCCCCC)S(=O)(=O)O lauryl-sulphonic acid